ClC1=CC=C(S1)CC1=CC=CC2=C1N=C1N2CCN(C1)CC=1N(C2=C(N1)C=CC(=C2)C(=O)O)C[C@H]2OCC2 2-({9-[(5-chlorothiophen-2-yl)methyl]-1,2,3,4-tetrahydrobenzo[4,5]imidazo[3,2-a]pyrazin-2-yl}methyl)-3-{[(2S)-oxetan-2-yl]methyl}benzo[d]imidazole-5-carboxylic acid